BrC=1C=C(C(=C(C(=O)N(C)OC)C1)C)NC(C(C)(C)C)=O 5-bromo-N-methoxy-N,2-dimethyl-3-pivalamidobenzamide